FC(CC(=O)O)(F)F 3,3,3-trifluoropropanoic acid